FC1=CC2=CN(N=C2C(=C1)C(=O)N)C1=CC(=C(C=C1)C1CNCCC1)F 5-fluoro-2-(3-fluoro-4-piperidin-3-ylphenyl)-2H-indazole-7-carboxamide